(R)-tert-butyl 3-((7-chloro-8-fluoro-2-(((2R,7aS)-2-fluorohexahydro-1H-pyrrolizin-7a-yl)methoxy)pyrido[4,3-d]pyrimidin-4-yl)(2,2-difluoroethyl)amino)pyrrolidine-1-carboxylate ClC1=C(C=2N=C(N=C(C2C=N1)N([C@H]1CN(CC1)C(=O)OC(C)(C)C)CC(F)F)OC[C@]12CCCN2C[C@@H](C1)F)F